[6-(3-cyclopropyl-1,2,4-triazol-1-yl)-2-azaspiro[3.3]heptan-2-yl]-[rac-(3aS,6aR)-5-(2,4-difluorophenoxy)-3,3a,4,5,6,6a-hexahydro-1H-cyclopenta[c]pyrrol-2-yl]methanone C1(CC1)C1=NN(C=N1)C1CC2(CN(C2)C(=O)N2C[C@H]3[C@@H](C2)CC(C3)OC3=C(C=C(C=C3)F)F)C1 |r|